C(C)N1N=C(C(=C1C=1OC=C(N1)C1=NC(=CC2=C1C=NN2C)C(=O)N)O)C 4-[2-(1-ethyl-4-hydroxy-3-methyl-1H-pyrazol-5-yl)-1,3-oxazol-4-yl]-1-methyl-1H-pyrazolo[4,3-c]pyridine-6-carboxamide